methylolacryl-amide C(O)C(C(=O)N)=C